C(C(C)(C)C)NCCNCC(C)(C)C Dineopentylethylenediamine